O=C1C(=C(C=NN1)N[C@H](CN1CC(C1)C(=O)NC1CN(C1)C1=NC=C(C=N1)C(F)(F)F)C)C(F)(F)F (S)-1-(2-((6-oxo-5-(trifluoromethyl)-1,6-dihydropyridazin-4-yl)amino)propyl)-N-(1-(5-trifluoromethylpyrimidin-2-yl)azetidin-3-yl)azetidine-3-carboxamide